5-methoxy-2-methyl-1H-indole-3-carboxamide COC=1C=C2C(=C(NC2=CC1)C)C(=O)N